C(C)(=O)N1[C@@H](CN(CC1)C(=O)OC(C)(C)C)C1=CC(=CC(=C1)Cl)Br tert-butyl (R)-4-acetyl-3-(3-bromo-5-chlorophenyl)-piperazine-1-carboxylate